2,3-dithiazolium chloride [Cl-].[NH2+]1SSC=C1